(4-bromo-3-(1-ethyl-3-(trifluoromethyl)-1H-pyrazol-4-yl)phenyl)methanol BrC1=C(C=C(C=C1)CO)C=1C(=NN(C1)CC)C(F)(F)F